C(#N)[C@H](C)NC(C1=CC=C(C=C1)C1=NC(=NC=C1C)NC=1C=NN(C1)C(C(F)(F)F)C)=O N-((S)-1-cyanoethyl)-4-(5-methyl-2-((1-(1,1,1-trifluoropropan-2-yl)-1H-pyrazol-4-yl)amino)pyrimidin-4-yl)benzamide